OC1=C2CC[C@@H](CC2=CC=C1)N(C(CCCCCN1C(=C(C(C=C1)=O)O)CC)=O)CCC (S)-N-(5-hydroxy-1,2,3,4-tetrahydronaphthalen-2-yl)-6-(3-hydroxy-2-ethyl-4-oxopyridin-1(4H)-yl)-N-propylhexanamide